[C@H]12N(C[C@H](NC1)C2)C2=C(C=NC=C2)NCC=2C=C1N=CC=NC1=CC2Cl 4-((1R,4R)-2,5-diazabicyclo[2.2.1]hept-2-yl)-N-((7-chloroquinoxalin-6-yl)methyl)pyridin-3-amine